[In].[Pt].[Au] gold platinum-indium